The molecule is a kaempferol O-glucoside that is kaempferol attached to a beta-D-glucopyranosyl moiety at position 7 via a glycosidic linkage. It has a role as a metabolite, a radical scavenger and a plant metabolite. It is a beta-D-glucoside, a kaempferol O-glucoside, a monosaccharide derivative, a trihydroxyflavone and a member of flavonols. It derives from a beta-D-glucose. C1=CC(=CC=C1C2=C(C(=O)C3=C(C=C(C=C3O2)O[C@H]4[C@@H]([C@H]([C@@H]([C@H](O4)CO)O)O)O)O)O)O